BrC1=NC(=CC(=C1)[C@@H]1N(C[C@H](NC1)CO)C(C)=O)Cl trans-1-(2-(2-bromo-6-chloropyridin-4-yl)-5-(hydroxymethyl)piperazin-1-yl)ethanone